3-bromo-4-chloro-2-hydrazineylpyridine BrC=1C(=NC=CC1Cl)NN